CC/C=C\\CC(=O)/C=C/C=C\\C/C=C\\C/C=C\\CCCCCC(=O)O The molecule is a docosanoid that is (7Z,10Z,13Z,15E,19Z)-docosapentaenoic acid carrying an oxo substituent at position 17. An intermediate of specialised proresolving mediators. It has a role as a human xenobiotic metabolite. It is an enone, a docosanoid and an oxo fatty acid. It derives from a (7Z,10Z,13Z,16Z,19Z)-docosapentaenoic acid. It is a conjugate acid of a (7Z,10Z,13Z,15E,19Z)-17-oxodocosapentaenoate.